(3aS,9bS)-1,2,3,3a,4,9b-Hexahydrochromeno[3,4-c]pyrrole C1[C@H]2[C@@H](CN1)COC=1C=CC=CC12